BrC=1C2=CN(N=C2C(=CC1O)C(=O)OC)C methyl 4-bromo-5-hydroxy-2-methylindazole-7-carboxylate